(E)-3-fluoro-2-(3-carbonyl-propenyl)benzaldehyde FC=1C(=C(C=O)C=CC1)\C=C\C=C=O